[(3S,5S)-5-[2-[bis[(2,4-dimethoxyphenyl)methyl]amino]pyrimidin-5-yl]tetrahydrofuran-3-yl] 4-nitrobenzoate [N+](=O)([O-])C1=CC=C(C(=O)O[C@@H]2CO[C@@H](C2)C=2C=NC(=NC2)N(CC2=C(C=C(C=C2)OC)OC)CC2=C(C=C(C=C2)OC)OC)C=C1